BrC1=CC=C(C=C1)C=1C(=NC2(N1)CCNCC2)/C=C/C=2OC(=NN2)C=2C=NC1=CC=CC=C1C2 (E)-2-(2-(3-(4-bromophenyl)-1,4,8-triazaspiro[4.5]dec-1,3-dien-2-yl)vinyl)-5-(quinolin-3-yl)-1,3,4-oxadiazole